FC(C(=O)O)(F)F.NC=1SC(=CN1)CC[C@@H]1[C@H](N(C1=O)C(NC(C1=CC=CC=C1)C1=CC=CC=C1)=O)C(=O)O (2S,3R)-3-[2-(2-amino-1,3-thiazol-5-yl)ethyl]-1-[(diphenylmethyl)carbamoyl]-4-oxoazetidine-2-carboxylic acid trifluoroacetic acid salt